ferrous bis(dipropyl-phosphinate) C(CC)P([O-])(=O)CCC.C(CC)P([O-])(=O)CCC.[Fe+2]